[N+](=O)([O-])C=1C=C(OCC(C(=O)OC(C)(C)C)=C)C=CC1 tert-butyl 2-[(3-nitrophenoxy)methyl]prop-2-enoate